tert-Butyl 7-[(1S,3S,4R)-2-(tert-butoxycarbonyl)-5-methylidene-2-azabicyclo[2.2.2]octane-3-carbonyl]-2,7-diazaspiro[3.5]nonane-2-carboxylate C(C)(C)(C)OC(=O)N1[C@@H]2CC([C@H]([C@H]1C(=O)N1CCC3(CN(C3)C(=O)OC(C)(C)C)CC1)CC2)=C